tert-butyl 6-[8-(1,3-benzothiazol-2-ylcarbamoyl)-3,4-dihydroisoquinolin-2(1H)-yl]-3-(1-(5-methoxy-3,7-dimethyltricyclo[3.3.1.13,7]dec-1-yl)-5-methyl-1H-pyrazol-4-yl)picolinate S1C(=NC2=C1C=CC=C2)NC(=O)C=2C=CC=C1CCN(CC21)C2=CC=C(C(=N2)C(=O)OC(C)(C)C)C=2C=NN(C2C)C21CC3(CC(CC(C2)(C3)C)(C1)OC)C